2,4,6-triiodoisophthalic acid chloride IC1=C(C(=O)Cl)C(=CC(=C1C(=O)Cl)I)I